C1(=CC=CC=C1)C(C)NC1=C(C=NC2=CC=C(C=C12)C=1C=C2C(=NC1)NC=C2)C#N 4-((1-phenylethyl)amino)-6-(1H-pyrrolo[2,3-b]pyridin-5-yl)quinoline-3-carbonitrile